NCC(=O)NC(NCC=1SC=CC1)=O 2-Amino-N-(2-thienylmethylcarbamoyl)acetamide